COC(C=1C=NC2=CC(=CC=C2C1)B1OC(C(O1)(C)C)(C)C)OC 3-(dimethoxymethyl)-7-(4,4,5,5-tetramethyl-1,3,2-dioxaborolan-2-yl)quinoline